CC(=CC(C)=O)CCC=C(C)C 4,8-dimethylnonan-3,7-dien-2-one